FC(C(=O)N1CC(C1)N1N=C(C=2N=CN(C(C21)=O)C)C2=CC=C(C=C2)C(F)(F)F)=C 1-(1-(2-fluoroacryloyl)azetidin-3-yl)-6-methyl-3-(4-(trifluorometh-yl)phenyl)-1,6-dihydro-7H-pyrazolo[4,3-d]pyrimidin-7-one